BrC=1C=C(C=C2C(C=COC12)=O)Cl 8-bromo-6-chloro-chromone